1-(4-(3,3-DIFLUOROPYRROLIDIN-1-YL)PYRIDIN-2-YL)-N-(6-METHOXY-1-METHYL-1H-INDAZOL-7-YL)-1H-PYRAZOLE-4-SULFONAMIDE FC1(CN(CC1)C1=CC(=NC=C1)N1N=CC(=C1)S(=O)(=O)NC=1C(=CC=C2C=NN(C12)C)OC)F